2-(2-fluoro-5-(trifluoromethoxy)phenyl)acetonitrile FC1=C(C=C(C=C1)OC(F)(F)F)CC#N